3-(5-(1-benzyl-4-hydroxypiperidin-4-yl)-1-oxoisoindolin-2-yl)piperidine-2,6-dione C(C1=CC=CC=C1)N1CCC(CC1)(O)C=1C=C2CN(C(C2=CC1)=O)C1C(NC(CC1)=O)=O